CC1=CC=C(C=C1)NC N,4-dimethylaniline